COC(=O)C1=NN(C(=C1I)C)COCC[Si](C)(C)C 4-iodo-5-methyl-1-{[2-(trimethylsilyl)ethoxy]methyl}-1H-pyrazole-3-carboxylic acid methyl ester